dimethyl trans-1-methylcyclohexa-3,5-diene-1,2-dicarboxylate C[C@@]1([C@@H](C=CC=C1)C(=O)OC)C(=O)OC